[Ce].[Mn].[Ti].[V] vanadium-titanium-manganese-cerium